FC(CCCCC(=O)NC1=C(C(=CC=C1)NCC1=CC=C(C=C1)C(F)(F)F)N1CCCC1)CF 6,7-Difluoro-N-(2-(pyrrolidin-1-yl)-((4-(trifluoromethyl)benzyl)amino)phenyl)heptanamid